CNC(=O)C1=NC=CC(=C1)NCC1=C(C=CC(=C1)NC(C1=CC(=CC(=C1)C(F)(F)F)CN1CCN(CC1)C)=O)C N-methyl-4-((2-methyl-5-(3-((4-methylpiperazin-1-yl)methyl)-5-(trifluoromethyl)benzoylamino)benzyl)amino)pyridinecarboxamide